NC(CCNC(CCN)CC)CC N3-(3-aminopentyl)-pentane-1,3-diamine